N1=C(C=CC=C1)N1CCN(CC1)C(=O)C1=C(N=CN1)C(=O)O 5-[(4-pyridin-2-ylpiperazin-1-yl)carbonyl]-1H-imidazole-4-carboxylic acid